3,6-dimethylundec-4-en-1-yl acetate C(C)(=O)OCCC(C=CC(CCCCC)C)C